N-(cyanomethyl)-2-(4-(5-(3,5-dichlorophenyl)-5-(trifluoromethyl)-4,5-dihydroisoxazol-3-yl)-2-methylbenzamido)-4,5,6,7-tetrahydrobenzo[b]thiophene-3-carboxamide C(#N)CNC(=O)C=1C2=C(SC1NC(C1=C(C=C(C=C1)C1=NOC(C1)(C(F)(F)F)C1=CC(=CC(=C1)Cl)Cl)C)=O)CCCC2